BrC1=CC=2N(C3=CC=CC=C3C2C2=C1C1=C(S2)C=CC=C1)C1=CC=CC=C1 7-bromo-5-phenyl-5H-benzo[4,5]thieno[3,2-c]carbazole